1,3-bis(1-(trimethylsilyl)piperidin-4-yl)propane C[Si](N1CCC(CC1)CCCC1CCN(CC1)[Si](C)(C)C)(C)C